tert-butyl (6R)-6-[6-(1-methylpyrazol-4-yl)pyrazolo[1,5-a]pyrazin-4-yl]oxy-1,4-oxazepane-4-carboxylate CN1N=CC(=C1)C=1N=C(C=2N(C1)N=CC2)O[C@@H]2CN(CCOC2)C(=O)OC(C)(C)C